2-((2-nitrobenzyl)oxy)propanoic acid ethyl ester C(C)OC(C(C)OCC1=C(C=CC=C1)[N+](=O)[O-])=O